ClC=1C=C2C(=CN1)N(C(=C2)C=2C(=NC=CC2C)OCC)C 3-{5-chloro-1-methylpyrrolo[2,3-c]pyridin-2-yl}-2-ethoxy-4-methylpyridine